2-hydroxy-3-[(7-hydroxyphenazin-8-yl)oxy]-N,N,N-trimethylpropan-1-aminium OC(C[N+](C)(C)C)COC1=C(C=C2N=C3C=CC=CC3=NC2=C1)O